4-(benzo[de]chromen-2-yl)benzonitrile O1C(=CC2=C3C(C=CC=C13)=CC=C2)C2=CC=C(C#N)C=C2